FC1=CC=C(OCCNC(=O)C2=C(OC=3N=CN=C(C32)NC3(CC3)C)C)C=C1 N-[2-(4-fluorophenoxy)ethyl]-6-methyl-4-[(1-methylcyclopropyl)amino]furo[2,3-d]pyrimidine-5-carboxamide